(2S,3R,4R,5S,6R)-2-(3-chloro-4-(4-ethoxybenzyl)phenyl)-6-(hydroxymethyl)tetrahydro-2H-pyran-3,4,5-triol ClC=1C=C(C=CC1CC1=CC=C(C=C1)OCC)[C@@H]1O[C@@H]([C@H]([C@@H]([C@H]1O)O)O)CO